O=CNCCCC(NCCCCC(NC(NC(CCC(=O)O)C(=O)O)=O)C(=O)O)=O 1,6,14-trioxo-2,7,13,15-tetraazaoctadecane-12,16,18-tricarboxylic acid